C1(CC1)N1CCC(C2=CC(=C(C=C12)N1CCNCC1)F)=O 1-cyclopropyl-6-fluoro-7-(piperazinyl)-2,3-dihydroquinolin-4(1H)-one